copper-iron porphyrin C12=CC=C(N1)C=C1C=CC(=N1)C=C1C=CC(N1)=CC=1C=CC(N1)=C2.[Fe].[Cu]